(R)-8-fluoro-1-(((R)-1-(4-methoxyphenyl)ethyl)amino)-1,5-dihydro-2H-pyrano[3,4-c]isoquinolin-6(4H)-one FC=1C=CC=2C3=C(NC(C2C1)=O)COC[C@@H]3N[C@H](C)C3=CC=C(C=C3)OC